3-((methyldiphenylsilyl)methyl)tetrahydro-1H,3H-pyrrolo[1,2-c][1,3,2]oxazaphosphole C[Si](C1=CC=CC=C1)(C1=CC=CC=C1)CC1C2N(PO1)CCC2